2-eicosyl-pentadecanol C(CCCCCCCCCCCCCCCCCCC)C(CO)CCCCCCCCCCCCC